C(C)(C)C1=C(NC2=CC=C(C=C12)C1CC2C(CN(C2)C2COC2)C1)C=1C=C(C=2N(C1)N=CN2)OC 6-(3-Isopropyl-5-(2-(oxetan-3-yl)octahydrocyclopenta[c]pyrrol-5-yl)-1H-indol-2-yl)-8-methoxy-[1,2,4]triazolo[1,5-a]pyridin